4-(4-(cyclopentyl-amino)-2-methylbenzyl)-N-(3-methoxypropyl)-2-methylbenzamide C1(CCCC1)NC1=CC(=C(CC2=CC(=C(C(=O)NCCCOC)C=C2)C)C=C1)C